C(CO)(=O)OCC(C)C isobutyl glycolate